C1(CC1)C1=C(C(=NO1)C1=C(C=CC=C1Cl)Cl)COC1CCN(CC1)C=1SC=C(N1)C1=CC(=C(C(=O)O)C=C1)C 4-(2-(4-((5-cyclopropyl-3-(2,6-dichlorophenyl)isoxazol-4-yl)methoxy)piperidin-1-yl)thiazol-4-yl)-2-methylbenzoic acid